2-((2S)-1-Acryloyl-4-(2-(2-(dimethylamino)ethoxy)-7-(7-hydroxy-3,4-dihydroquinolin-1(2H)-yl)-5,6,7,8-tetrahydroquinazolin-4-yl)piperazin-2-yl)acetonitrile C(C=C)(=O)N1[C@H](CN(CC1)C1=NC(=NC=2CC(CCC12)N1CCCC2=CC=C(C=C12)O)OCCN(C)C)CC#N